C(CCCCCCCCCCC)(=O)O[C@H](C)CC(CCCC)=O |r| (+-)-4-oxooct-2-yl dodecanoate